O1CCN(CC1)C1=CCCC1 1-morpholinocyclopentene